3-(5-bromo-3-(3-hydroxy-2,2-dimethylpropyl)-2-(2-((S)-1-methoxyethyl)pyridin-3-yl)-1H-indol-1-yl)cyclobutane-1-carbonitrile BrC=1C=C2C(=C(N(C2=CC1)C1CC(C1)C#N)C=1C(=NC=CC1)[C@H](C)OC)CC(CO)(C)C